tert-butyl-rel-(1R,5S)-7-oxo-1-({[(1s,4s)-4-{2-[(4-ethoxy-4-oxobutan-2-yl)oxy]phenyl}cyclohexyl]oxy}methyl)-9-oxa-2,6-diazaspiro[4.5]decane-2-carboxylate C(C)(C)(C)OC(=O)N1[C@H]([C@]2(CC1)NC(COC2)=O)COC2CCC(CC2)C2=C(C=CC=C2)OC(C)CC(=O)OCC |o1:8,9|